S(=O)(=O)(O)ON1[C@@H]2CC[C@H](N(C1=O)C2)C(N)=O [2S,5R]-2-carbamoyl-7-oxo-1,6-diazabicyclo[3.2.1]oct-6-yl hydrogensulfate